C(CCC)OCOCCC=CCCCCCCBr 10-bromo-3-decenyl butoxymethyl ether